C(C1=CC=CC=C1)OC(=O)N1CCN(CC1)CC(F)(F)C1CCN(CC1)CC1CCN(CC1)C=1C=C2C(N(C(C2=CC1)=O)C1C(NC(CC1)=O)=O)=O 4-[2-[1-[[1-[2-(2,6-dioxo-3-piperidinyl)-1,3-dioxo-isoindolin-5-yl]-4-piperidinyl]methyl]-4-piperidinyl]-2,2-difluoro-ethyl]piperazine-1-carboxylic acid benzyl ester